9-acrylamido-N-(4-(4-morpholinyl-7H-pyrrolo[2,3-d]pyrimidin-6-yl)phenyl)-3-azaspiro[5.5]undecane-3-carboxamide C(C=C)(=O)NC1CCC2(CCN(CC2)C(=O)NC2=CC=C(C=C2)C2=CC3=C(N=CN=C3N3CCOCC3)N2)CC1